ethyl 2-(2-fluoro-4-iodophenyl)-2-methylpropionate FC1=C(C=CC(=C1)I)C(C(=O)OCC)(C)C